4-((1-benzyl-1H-tetrazol-5-yl)(4-methylpiperazin-1-yl)methyl)benzonitrile C(C1=CC=CC=C1)N1N=NN=C1C(C1=CC=C(C#N)C=C1)N1CCN(CC1)C